CNC.[B] boron dimethylamine